4-(4-(4-(((2-(2,6-Dioxopiperidin-3-yl)-1-oxoisoindolin-4-yl)oxy)methyl)benzyl)piperazin-1-yl-2,2,3,3,5,5,6,6-d8)-3-fluorobenzonitrile O=C1NC(CCC1N1C(C2=CC=CC(=C2C1)OCC1=CC=C(CN2C(C(N(C(C2([2H])[2H])([2H])[2H])C2=C(C=C(C#N)C=C2)F)([2H])[2H])([2H])[2H])C=C1)=O)=O